FCCCN1CC(C1)OC1=C(C=CC=C1)O ((1-(3-fluoropropyl)azetidin-3-yl)oxy)phenol